(cyclobutylthio)-N-((4,6-dimethyl-2-oxo-1,2-dihydropyridin-3-yl)methyl)-3-(ethyl-(tetrahydro-2H-pyran-4-yl)amino)-2-methylbenzamide C1(CCC1)SC1=C(C(=C(C(=O)NCC=2C(NC(=CC2C)C)=O)C=C1)C)N(C1CCOCC1)CC